N'-(1-(4-methoxybenzyl)-2-oxo-3-vinylpyrrolidine-3-carbonyl)-3-((4-(trifluoromethyl)phenyl)amino)picolinohydrazide COC1=CC=C(CN2C(C(CC2)(C(=O)NNC(C2=NC=CC=C2NC2=CC=C(C=C2)C(F)(F)F)=O)C=C)=O)C=C1